C(=C)C1=CC=C(CN2N=NN=C2)C=C1 1-(4-vinylbenzyl)-1H-tetrazole